3,4-di-O-caffeoylquinic acid C1[C@H]([C@H]([C@@H](C[C@@]1(C(=O)O)O)OC(=O)/C=C/C2=CC(=C(C=C2)O)O)OC(=O)/C=C/C3=CC(=C(C=C3)O)O)O